O=C1[C@@H]2[C@H](CN1C=1SC(=CN1)C1=CC=CC=C1)CN(C2)C#N (3aR,6aS)-4-Oxo-5-(5-phenylthiazol-2-yl)hexahydropyrrolo[3,4-c]pyrrol-2(1H)-carbonitril